1-(4-((3S,4R)-7-hydroxy-3-phenylchroman-4-yl)-3-methoxyphenyl)piperidine-4-carbaldehyde OC1=CC=C2[C@H]([C@H](COC2=C1)C1=CC=CC=C1)C1=C(C=C(C=C1)N1CCC(CC1)C=O)OC